4-[2-(4-chloro-2-fluorophenyl)-2-methyl-1,3-benzodioxol-4-yl]piperidine, p-toluenesulfonate Salt CC1=CC=C(C=C1)S(=O)(=O)O.ClC1=CC(=C(C=C1)C1(OC2=C(O1)C=CC=C2C2CCNCC2)C)F